COC1(CN(CC1)C(=O)OC(C)(C)C)COS(=O)(=O)C1=CC=C(C)C=C1 tert-butyl 3-methoxy-3-((tosyloxy)methyl)pyrrolidine-1-carboxylate